(2S,4r)-4-((6-methoxypyrimidin-4-yl-4,5,6-13C3)oxy)-2-methylpyrrolidine-1-carboxylic acid tert-butyl ester C(C)(C)(C)OC(=O)N1[C@H](C[C@H](C1)O[13C]1=NC=N[13C](=[13CH]1)OC)C